2-amino-4-(trifluoromethyl)benzene NC1=CC=CC(=C1)C(F)(F)F